C(C)OCCN1C(N(CC1)C)C(=O)[O-] 1-(2-ethoxyethyl)-3-methylimidazoline-2-carboxylate